1,3-bis(pyridin-2-yl)-5-(4-nitrophenyl)benzene methyl-(1s,3s)-3-((5-(isoquinolin-6-yl)thiazol-2-yl)amino)cyclobutane-1-carboxylate COC(=O)C1CC(C1)NC=1SC(=CN1)C=1C=C2C=CN=CC2=CC1.N1=C(C=CC=C1)C1=CC(=CC(=C1)C1=CC=C(C=C1)[N+](=O)[O-])C1=NC=CC=C1